C1(CCCCC1)S(=O)(=O)C(=[N+]=[N-])S(=O)(=O)C1=CC=C(C=C1)C(F)(F)F cyclohexylsulfonyl-(4-trifluoromethylphenylsulfonyl)diazomethane